2-[2-cyclopentyl-4-(1,1-dimethylethyl) phenoxy]-1-methylethyl chloroformate ClC(=O)OC(COC1=C(C=C(C=C1)C(C)(C)C)C1CCCC1)C